[N+](=O)([O-])C=1C=NN(C1)[C@H]1CC[C@H](CC1)C(=O)OC methyl (cis)-4-(4-nitro-1H-pyrazol-1-yl)cyclohexane-1-carboxylate